(S)-2-(((S)-3-(5-chloro-2-fluorophenyl)-3-(4-isopropylpiperazin-1-yl)propyl)(methyl)amino)-2-(3-methyl-2-((1r,4S)-4-(trifluoromethoxy)cyclohexyl)phenyl)acetic acid ClC=1C=CC(=C(C1)[C@H](CCN([C@H](C(=O)O)C1=C(C(=CC=C1)C)C1CCC(CC1)OC(F)(F)F)C)N1CCN(CC1)C(C)C)F